3-[(3-chloro-2-methoxyphenyl)amino]-7-{[(2S,5R)-5-[(dimethylamino)methyl]-1,4-dioxan-2-yl]methyl}-2-(3-fluoropyridin-4-yl)-1H,5H,6H,7H-pyrrolo[3,2-c]pyridin-4-one ClC=1C(=C(C=CC1)NC1=C(NC2=C1C(NCC2C[C@@H]2OC[C@H](OC2)CN(C)C)=O)C2=C(C=NC=C2)F)OC